CC=1C=2N(C=C(N1)C)N=C(C2)C=2N=C1N(C(C2)=O)C=C(C=C1)N1CCC(CC1)(C)NCC 2-(4,6-dimethylpyrazolo[1,5-a]pyrazin-2-yl)-7-[4-(ethylamino)-4-methylpiperidin-1-yl]-4H-pyrido[1,2-a]pyrimidin-4-one